FC(C=1C=C(C=CC1F)C=1C=C2C(=NC1)C=NN2CC(=O)N2[C@@H](CC2)C)F |r| (Racemic)-2-[6-[3-(Difluoromethyl)-4-fluoro-phenyl]pyrazolo[4,3-b]pyridin-1-yl]-1-(2-methylazetidin-1-yl)ethanone